(S)-N-(6-Chloro-5-(2-cyclopropoxy-1-((3-(1,3-dioxoisoindolin-2-yl)-2,2-difluoropropyl-1,1,3,3-d4)amino)ethyl)pyridazin-3-yl)pivalamide ClC1=C(C=C(N=N1)NC(C(C)(C)C)=O)[C@@H](COC1CC1)NC(C(C([2H])([2H])N1C(C2=CC=CC=C2C1=O)=O)(F)F)([2H])[2H]